(E)-7-(3-(3-methoxybenzylidene)-2,5-dioxopyrrolidinyl)heptanoate COC=1C=C(\C=C/2\C(N(C(C2)=O)CCCCCCC(=O)[O-])=O)C=CC1